N-(2-ethyl-1-(4-fluorophenyl)-2-hydroxybutyl)thieno[3,2-b]pyridine-6-carboxamide C(C)C(C(C1=CC=C(C=C1)F)NC(=O)C=1C=C2C(=NC1)C=CS2)(CC)O